C1(CCCC1)OC=1C=C(C=CC1OC)C=1C=C(C=NC1)C=1CB(OC1)O 4-(5-(3-(cyclopentyloxy)-4-methoxyphenyl)pyridin-3-yl)-1,2-oxaborol-2-ol